chloro-7-(8-ethyl-7-fluoro-3-(methoxymethoxy)naphthalen-1-yl)-8-fluoro-4-(6-(methoxymethoxy)-3-azabicyclo[3.2.1]oct-3-yl)pyrido[4,3-d]pyrimidine ClC=1N=C(C2=C(N1)C(=C(N=C2)C2=CC(=CC1=CC=C(C(=C21)CC)F)OCOC)F)N2CC1CC(C(C2)C1)OCOC